3-((1-ethylpiperidin-3-yl)amino)-6-(2-hydroxy-6-methyl-4-(trifluoromethyl)phenyl)pyridazine-4-carbonitrile C(C)N1CC(CCC1)NC=1N=NC(=CC1C#N)C1=C(C=C(C=C1C)C(F)(F)F)O